2-[[4-chloro-2-(trifluoromethyl)phenyl]methyl]-1-(2,2-dideuterio-2-fluoro-ethyl)indole-5-carboxylic acid methyl ester COC(=O)C=1C=C2C=C(N(C2=CC1)CC(F)([2H])[2H])CC1=C(C=C(C=C1)Cl)C(F)(F)F